C(=O)O.N[C@@H](C(=O)NCCNC(C1=C(C=C(C=C1)NC=1C=2N(C=CN1)C(=CN2)C2=C(C(=C(C=C2)Cl)F)F)CC)=O)CCCNC(=N)N N-[2-[[(2R)-2-amino-5-guanidino-pentanoyl]amino]ethyl]-4-[[3-(4-chloro-2,3-difluorophenyl)imidazo[1,2-a]pyrazin-8-yl]amino]-2-ethyl-benzamide formate